[[7-morpholino-5-[4-[[5-(trifluoromethyl)pyrimidin-2-yl]amino]cyclohexoxy]-1,6-naphthyridin-3-yl]sulfonyl]carbamate O1CCN(CC1)C1=NC(=C2C=C(C=NC2=C1)S(=O)(=O)NC([O-])=O)OC1CCC(CC1)NC1=NC=C(C=N1)C(F)(F)F